ClC=1C(=CC2=C(OCC[C@@H]3N(C2=O)CCN(C3)C(=O)OC(C)(C)C)C1)[N+](=O)[O-] tert-butyl (S)-9-chloro-10-nitro-12-oxo-1,2,4,4a,5,6-hexahydro-3H,12H-benzo[b]pyrazino[1,2-e][1,5]oxazocine-3-carboxylate